4-[[4-(4-acetylphenyl)-1-piperazinyl]carbonyl]-2-(2-methylpropyl)-1(2H)-phthalazinone C(C)(=O)C1=CC=C(C=C1)N1CCN(CC1)C(=O)C1=NN(C(C2=CC=CC=C12)=O)CC(C)C